ClC1=CC(=C(C2=C1OC(O2)(C2CCC(CC2)NCC2(COC2)C)C)C)C(=O)NCC=2C(NC(=CC2SC)C)=O 7-chloro-2,4-dimethyl-N-((6-methyl-4-(methylthio)-2-oxo-1,2-dihydropyridin-3-yl)methyl)-2-(4-(((3-methyloxetan-3-yl)methyl)amino)cyclohexyl)benzo[d][1,3]dioxole-5-carboxamide